N-(3-(5-chloro-2-methoxyphenyl)-1-methyl-1H-pyrazol-4-yl)-2-(4-methoxybenzyl)-2H-pyrazolo[4,3-c]Pyridine-7-carboxamide ClC=1C=CC(=C(C1)C1=NN(C=C1NC(=O)C=1C=2C(C=NC1)=CN(N2)CC2=CC=C(C=C2)OC)C)OC